N1(C=NC=C1)C1CCC(CC1)OC1=NC(=CC=2N1C=CN2)N2CCOCC2 4-(5-(((1s,4s)-4-(1H-imidazol-1-yl)cyclohexyl)oxy)imidazo[1,2-c]pyrimidin-7-yl)morpholine